C[C@@]1([C@@H](O[C@@H]([C@H]1O)CO)N1C(=O)N=C(N)C=C1)O 2'-methylcytidine